C(C)(C)(C)OC(=O)NC=1SC2=C(N1)C(=C(C(=C2)C)C)OB(O)O [2-(tert-butoxycarbonylamino)-5,6-dimethyl-1,3-benzothiazol-4-yl]Boric acid